COC1=CC=C2C(=N1)C(C1(CCN(CC1)C(=O)OC(C)(C)C)C2)=O tert-butyl 2-methoxy-7-oxo-5,7-dihydrospiro[cyclopenta[b]pyridine-6,4'-piperidine]-1'-carboxylate